ClC1=CC(=C2C(=N1)C=CN2C)C 5-chloro-1,7-dimethylpyrrolo[3,2-b]pyridine